8-ethyl-2-(methylthio)pyrazolo[1,5-a][1,3,5]triazin-4(3H)-one C(C)C=1C=NN2C1N=C(NC2=O)SC